C(C)N1CC(C1)[C@@H](C)NC(=O)C1=CC2=CC=CC(=C2C=C1)C1=CC=C(C=C1)C(F)(F)F N-[(1R)-1-(1-Ethylazetidin-3-yl)ethyl]-5-[4-(trifluoromethyl)phenyl]naphthalene-2-carboxamide